CC(CCCO)(CCCC)O 4-methyl-1,4-octanediol